C(C1=CC=CC=C1)(=O)O.OC1=CC=2C3(C)C(C)C(CC2C=C1)N(CC=C(C)C)CC3 pentazocine benzoate